2-(((17-carboxyheptadec-7-yl)oxy)carbonyl)benzoic acid C(=O)(O)CCCCCCCCCCC(CCCCCC)OC(=O)C1=C(C(=O)O)C=CC=C1